N1=CC=C(C=C1)CNCC N-(4-picolyl)ethylamine